N-(1-(7-Fluoronaphthalen-1-yl)cyclopropyl)-2-methyl-5-((1-methylazetidin-2-yl)methoxy)benzamide FC1=CC=C2C=CC=C(C2=C1)C1(CC1)NC(C1=C(C=CC(=C1)OCC1N(CC1)C)C)=O